NC=1C2=C(N=CN1)N(C(=C2C2=CC[C@@H](CC2)C(=O)N2[C@@H](CCC2)COC)C2=CC1=C(NC(=N1)C#C)C=C2)C ((R)-4-(4-amino-6-(2-ethynyl-1H-benzo[d]imidazol-5-yl)-7-methyl-7H-pyrrolo[2,3-d]pyrimidin-5-yl)cyclohex-3-en-1-yl)((S)-2-(methoxymethyl)pyrrolidin-1-yl)methanone